C(C)OC(CCN(C(OC(C)(C)C)=O)C)OCC tert-butyl (3,3-diethoxypropyl)(methyl)carbamate